F[B-](F)(F)F.C(C)(C)(C)P(C(C)(C)C)C(C)(C)C Tri-t-butylphosphine fluoroborate